FC(S(=O)(=O)[O-])(F)F.[IH2+].CC1=C(C=C(C=C1)C)C1=C(C=C(C=C1C)C)C (2,5-dimethylphenyl)(mesitylene) iodonium trifluoromethanesulfonate